ClC=1C=C(C=CC1CC(C)C)C1=NC(=NO1)C1=CC=C(CN2CCC(CC2)(C(=O)O)COC)C=C1 1-{4-[5-(3-Chloro-4-isobutylphenyl)-[1,2,4]oxadiazol-3-yl]-benzyl}-4-methoxymethylpiperidine-4-carboxylic acid